methyl 2-(2,3-dihydro-1,4-benzodioxin-6-yl)-5-[1-(benzenesulfonyl)-1H-pyrrolo[2,3-b]pyridin-4-yl]-1-{[2-(trimethylsilyl) ethoxy] methyl}-1H-pyrrole-3-carboxylate O1CCOC2=C1C=CC(=C2)C=2N(C(=CC2C(=O)OC)C2=C1C(=NC=C2)N(C=C1)S(=O)(=O)C1=CC=CC=C1)COCC[Si](C)(C)C